FC1=C(C=CC(=C1)C(=O)O)C1=C(C=C(C=C1)C(=O)O)F 2,2'-difluoro-4,4'-biphenyl-dicarboxylic acid